(3S)-3-[4-[(5-iodo-2-chlorophenyl)methyl]phenoxy]tetrahydrofuran IC=1C=CC(=C(C1)CC1=CC=C(O[C@@H]2COCC2)C=C1)Cl